FC(C1=C(C=CC(=C1OCC)OC)C=1C=C(C=NC1)C1CB(OC1)O)F 4-(5-(2-(difluoromethyl)-3-ethoxy-4-methoxyphenyl)pyridin-3-yl)-1,2-oxaborolan-2-ol